C(=O)(C=C)NCCCC[C@H](N)C(=O)O Nε-acryl-lysine